CSC1=CC=C(C=C1)C(C(C)N1CCOCC1)=O 1-(4-methylthiophenyl)-2-morpholino-propan-1-one